C(C)(C)N(C(C)=N)C(C)C N,N-diisopropyl-acetamidine